C(C1=CC=CC=C1)OC=1C(=CC(=C(C1)NC(OCC=C)=O)C(=O)N1CCC(=C[C@H]1CO)C1=CSC=C1)OC allyl (S)-(5-(benzyloxy)-2-(6-(hydroxymethyl)-4-(thiophen-3-yl)-1,2,3,6-tetrahydropyridine-1-carbonyl)-4-methoxyphenyl)carbamate